BrC1=CC=CC(=N1)C(=O)NC 6-bromo-N-methylpicolinamide